COC(C1=CC(=CC(=C1)OC(F)(F)F)C1CC1)=O 3-cyclopropyl-5-(trifluoromethoxy)benzoic acid methyl ester